COC=CC(=O)OC methyl 3-methoxyacrylate